C(C1=CC=CC=C1)OC(=O)NCC1(C2CCN(CC12)C(=O)OC(C)(C)C)C1=CC(=NO1)C tert-butyl 7-((((benzyloxy)carbonyl)amino)methyl)-7-(3-methylisoxazol-5-yl)-3-azabicyclo[4.1.0]heptane-3-carboxylate